C(C)OC(=O)C=1N(C=2CCCCC2C1)CCN (2-aminoethyl)-4,5,6,7-tetrahydro-1H-indole-2-carboxylic acid ethyl ester